(S)-N-(1-(5-(2-methoxy-4-(pyridin-4-yl)phenyl)oxazol-2-yl)-7-oxononyl)-8-methyl-1-oxa-2,8-diazaspiro[4.5]dec-2-ene-3-carboxamide COC1=C(C=CC(=C1)C1=CC=NC=C1)C1=CN=C(O1)[C@H](CCCCCC(CC)=O)NC(=O)C1=NOC2(C1)CCN(CC2)C